OCCCN1N=C2C=C(C=CC2=C1)C(=O)OC Methyl 2-(3-hydroxypropyl)-2H-indazole-6-carboxylate